CC1=C(C=C(C(=C1)[N+](=O)[O-])C)NC(OC(C)(C)C)=O tert-butyl N-(2,5-dimethyl-4-nitro-phenyl)carbamate